COC(=O)C1=NN(C=C1)C1=C(C=CC=C1)NC=1C=NC2=CC=CC=C2C1 1-[2-(3-quinolylamino)phenyl]pyrazole-3-carboxylic acid methyl ester